C(C)OC(=O)CCCCCCCCCCCCCCCCCCCCOC=1C2=CC=CC=C2C(=C2C=CC=CC12)OCCCCCCCCCCCCCCCCCCCCC(=O)OCC 9,10-bis(ethoxycarbonyleicosyloxy)anthracene